C(CC(O)(C(=O)O)CC(=O)O)(=O)O.N1=CN=C2NC=NC2=C1N1C[C@@H](CCC1)NC(C=C)=O (R)-N-(1-(9H-purin-6-yl)piperidin-3-yl)acrylamide citrate